C(C)(C)(C)C1=CC=C(C=C1)[C@H]1C[C@@H]2[C@H](N(OC2(C)C)C)[C@H](C1)C |r| rac-(3aR,5R,7S,7aR)-5-(4-(tert-butyl)phenyl)-1,3,3,7-tetramethyl-octahydrobenzo[c]isoxazole